CN(CCN1[C@@H](CCC1)C=1C=NC=CC1)C (S)-1-(2-dimethylaminoethyl)-2-(3-pyridyl)pyrrolidine